1-[4-(4-aminotetrahydro-2H-pyran-4-yl)phenyl]Ethanone NC1(CCOCC1)C1=CC=C(C=C1)C(C)=O